C1=CC=CC=2C3=CC=CC=C3N(C12)C1=C(C#N)C(=C(C(C1)(C#N)N1C2=CC=CC=C2C=2C=CC=CC12)N1C2=CC=CC=C2C=2C=CC=CC12)N1C2=CC=CC=C2C=2C=CC=CC12 2,4,5,6-tetra(9H-carbazol-9-yl)terephthalonitrile